tert-butyl (3-((tert-butyldimethylsilyl)oxy)cyclohexyl)carbamate [Si](C)(C)(C(C)(C)C)OC1CC(CCC1)NC(OC(C)(C)C)=O